2-chloro-5-(1-methyl-4-(trifluoromethyl)-1H-imidazol-2-yl)pyridine 4-(2-acetoxyacetyl)-6-bromo-2-((tert-butyloxycarbonyl)(methyl-d3)amino)nicotinate C(C)(=O)OCC(=O)C1=CC(=NC(=C1C(=O)O)N(C([2H])([2H])[2H])C(=O)OC(C)(C)C)Br.ClC1=NC=C(C=C1)C=1N(C=C(N1)C(F)(F)F)C